C(CCC)(=O)OC(CCC)=O n-butyric anhydride